S-(7-fluoro-3-oxo-indan-4-yl) ethanethioate C(C)(SC1=C2C(CCC2=C(C=C1)F)=O)=O